N1(CCCCC1)C1=CC=C(OC2=CN=C(S2)C2(CCC2)C(=O)N)C=C1 (5-(4-(piperidin-1-yl)phenoxy)thiazol-2-yl)cyclobutane-1-carboxamide